O=C(C=CC=CC(=O)N)CC=CCCCCC oxo-2,4,8-tetradecatrienamide